C(C)(=O)N1[C@H](CN([C@@H](C1)COC)C(C=C)=O)C1=CC(=NC(=C1)Cl)C1=CC(=NC=N1)C(=O)NC trans-6-(4-(1-acetyl-4-acryloyl-5-(methoxymethyl)piperazin-2-yl)-6-chloropyridin-2-yl)-N-methylpyrimidine-4-carboxamide